4-bromo-3-(4-fluorophenyl)-1-(oxan-2-yl)-1H-pyrazole BrC=1C(=NN(C1)C1OCCCC1)C1=CC=C(C=C1)F